C(C)N(C=C)CC N,N-diethyl-N-vinylamine